ClC1=C(C=C(CC(C(=O)N)(C)C)C=C1)C=1NC(C=C(N1)C=1C=NC(=CC1)OCC1CC1)=O (4-chloro-3-{4-[6-(cyclopropylmethoxy)pyridin-3-yl]-6-oxo-1,6-dihydropyrimidin-2-yl}benzyl)isobutyramide